C(C=CC=C)=O penta-2,4-dienal